ClC=1C=C(C=CC1F)NC(N(C)CC1=CN=C(C2=CC=CC=C12)OC)=O 3-(3-chloro-4-fluorophenyl)-1-((1-methoxyisoquinolin-4-yl)methyl)-1-methylurea